C[C@@H]1N(CCC(C1)N1CCCCC1)C(=O)NCCCCC (2S)-methyl-N-pentyl-4-(1-piperidinyl)piperidine-1-carboxamide